3,4-Epoxy-6-methylcyclohexylcarboxylate CC1CC2C(CC1C(=O)[O-])O2